3-[4-[4-(4-piperazin-1-yl-1-piperidyl)cyclohexyl]phenyl]-piperidine-2,6-dione N1(CCNCC1)C1CCN(CC1)C1CCC(CC1)C1=CC=C(C=C1)C1C(NC(CC1)=O)=O